(5-(pyridin-2-yloxy)pyridin-2-yl)propanamide N1=C(C=CC=C1)OC=1C=CC(=NC1)C(C(=O)N)C